5-chloro-2-(4-methoxyphenyl)[1,2,4]triazolo[1,5-c]quinazoline ClC1=NC=2C=CC=CC2C=2N1N=C(N2)C2=CC=C(C=C2)OC